1-(4-benzyl-3-oxo-3,4-dihydro-2H-benzo[b][1,4]thiazin-6-yl)-3-(5-(3-(hydroxymethyl)phenyl)-1H-indol-3-yl)urea C(C1=CC=CC=C1)N1C2=C(SCC1=O)C=CC(=C2)NC(=O)NC2=CNC1=CC=C(C=C21)C2=CC(=CC=C2)CO